C(C)(C)(C)OC(=O)NC1CCN(CC1)C1=CC=C(C=C1)C1=CC(=CC(=C1)C)C(=O)OC methyl 4'-(4-((tert-butoxycarbonyl)amino)piperidin-1-yl)-5-methyl-[1,1'-biphenyl]-3-carboxylate